2-chloro-3-methyl-pyridin-4-amine ClC1=NC=CC(=C1C)N